C1(CCCC1)C1=C(C(=O)OC(C)(C)C)C=CC(=C1)C1=NC=NC2=CC(=CC=C12)OCCCCCCC(=O)OCC tert-butyl 2-cyclopentyl-4-[7-(7-ethoxy-7-oxo-heptoxy)quinazolin-4-yl]benzoate